methyl-1,10-phenanthroline-5,6-dione CC1=NC=2C3=NC=CC=C3C(C(C2C=C1)=O)=O